1-(3-fluorophenyl)-2-p-toluenesulfonyl-ethanone FC=1C=C(C=CC1)C(CS(=O)(=O)C1=CC=C(C)C=C1)=O